CC1=NN2C(N=C(C=C2N(CC2=CC=C(C=C2)C2=CC=NC=C2)CCC)C)=C1C=1C(=CC(=NC1)N(C)C)C 5-{2,5-Dimethyl-7-[propyl({[4-(pyridin-4-yl)phenyl]methyl})amino]pyrazolo[1,5-a]-pyrimidin-3-yl}-N,N,4-trimethylpyridin-2-amin